2-(3-chloro-2-cyclopropylphenyl)-N-[(1R,6S)-2,2-difluoro-6-(4-isopropylpiperazin-1-yl)cyclohexyl]acetamide ClC=1C(=C(C=CC1)CC(=O)N[C@H]1C(CCC[C@@H]1N1CCN(CC1)C(C)C)(F)F)C1CC1